ClC=1N=C(C=2N(C1)N=CN2)C2=CN(C=C2)C2(CC(C2)C#N)CC#N (1r,3r)-3-(3-(6-Chloro-[1,2,4]Triazolo[1,5-a]Pyrazin-8-Yl)-1H-Pyrrole-1-Yl)-3-(Cyanomethyl)Cyclobutane-1-CarbOnitrile